FC1(COC1)CN1CC(N(CC1)CC1=C2C=CNC2=C(C=C1OC)C)C1=CC=C(C(=O)O)C=C1 4-(4-((3-fluorooxetan-3-yl)methyl)-1-((5-methoxy-7-methyl-1H-indol-4-yl)methyl)piperazin-2-yl)benzoic acid